N-phenyl-4-(4-phenylnaphthalen-1-yl)aniline C1(=CC=CC=C1)NC1=CC=C(C=C1)C1=CC=C(C2=CC=CC=C12)C1=CC=CC=C1